BrC=1C=C2C(=CNC2=CC1)C=1SC=C(N1)C(=O)N/N=C/C1=C(C=CC=C1)Br (E)-2-(5-bromo-1H-indol-3-yl)-N'-(2-bromobenzylidene)thiazole-4-carbohydrazide